O1COC2=C1C=CC(=C2)CNC2=NC(=NC(=C2)C2=CC(=CC=C2)OC)N N4-(1,3-Benzodioxol-5-ylmethyl)-6-(3-methoxyphenyl)-2,4-pyrimidinediamine